CNCCNC N,N'-dimethylethylene-diamine